C1(CC2C(CC1)O2)CC[SiH2]COC(COC)=O β-(3,4-epoxycyclohexyl)ethylmethoxyacetoxymethylsilane